(6-cyano-1H-benzo[d]imidazol-2-yl)carbamic acid isopropyl ester C(C)(C)OC(NC1=NC2=C(N1)C=C(C=C2)C#N)=O